butyl-6-methoxy-7-nitro-3,4-dihydroisoquinoline C(CCC)C1=NCCC2=CC(=C(C=C12)[N+](=O)[O-])OC